NC1=C2C(=NC=N1)N(N=C2C=2NC1=CC(=CC=C1C2Cl)C(=O)NC)CC2CCOCC2 2-[4-Amino-1-(oxan-4-ylmethyl)-1H-pyrazolo[3,4-d]pyrimidin-3-yl]-3-chloro-N-methyl-1H-indole-6-carboxamide